tert-butyl 2-(2-(2-isopropylphenyl)-4-(2-methoxybenzyl) piperazin-1-yl)-7-azaspiro[3.5]nonane-7-carboxylate C(C)(C)C1=C(C=CC=C1)C1N(CCN(C1)CC1=C(C=CC=C1)OC)C1CC2(C1)CCN(CC2)C(=O)OC(C)(C)C